C(CCCCCCC\C=C/CCCCCCCC)(=O)OCC(OC(CCCCCCC\C=C/CCCCCCCC)=O)CO (glycerol) dioleate